C(CCCCCCCC)(=O)[C@@]([C@@H]([C@H](CO)O)O)(O)[C@](O)(COC(CCCCCCCC)=O)C(CCCCCCCC)=O 4,5,6-O-trinonanoyl-sorbitol